C(C1=CC=CC=C1)N1CCN(CC1)C1C(N(C1)C(=O)OC(C)(C)C)CO[Si](C1=CC=CC=C1)(C1=CC=CC=C1)C(C)(C)C tert-butyl 3-(4-benzylpiperazin-1-yl)-2-(((tert-butyldiphenylsilyl)oxy)methyl)azetidine-1-carboxylate